CC1CC(C(C1)=O)=O 3-methyl-1,5-cyclopentanedione